1-(2-(5-(2,4-Difluorophenyl)-1H-imidazol-2-yl)piperidin-1-yl)-2-(methylsulfanyl)propan-1-one FC1=C(C=CC(=C1)F)C1=CN=C(N1)C1N(CCCC1)C(C(C)SC)=O